1-Benzylpyrrolidin-3-yl methylsulfonate CS(=O)(=O)OC1CN(CC1)CC1=CC=CC=C1